[3-[4-[5-cyclopropyl-3-(difluoromethyl)pyrazol-1-yl]phenyl]azetidin-1-yl]-[6-(5-cyclopropyl-4H-1,2,4-triazol-3-yl)-2-azaspiro[3.3]heptan-2-yl]methanone C1(CC1)C1=CC(=NN1C1=CC=C(C=C1)C1CN(C1)C(=O)N1CC2(C1)CC(C2)C2=NN=C(N2)C2CC2)C(F)F